methyl 3-ethyl-5-fluoro-2-(2-azaspiro[3.3]heptan-6-yl)-1,2,3,4-tetrahydroisoquinoline-7-carboxylate C(C)C1N(CC2=CC(=CC(=C2C1)F)C(=O)OC)C1CC2(CNC2)C1